3-(2-chlorophenylthio)propanoic acid ClC1=C(C=CC=C1)SCCC(=O)O